(2-(bromomethyl)phenyl)methanol tert-butyl-((1s,3s)-3-(4-(2-(4-((2-chloro-5-fluoropyrimidin-4-yl)methoxy)phenyl)propan-2-yl)phenoxy)cyclobutyl)carbamate C(C)(C)(C)N(C(=O)OCC1=C(C=CC=C1)CBr)C1CC(C1)OC1=CC=C(C=C1)C(C)(C)C1=CC=C(C=C1)OCC1=NC(=NC=C1F)Cl